C1(=CC=CC=C1)CC(=O)NC1=NN=C(S1)CCSCCC=1SC(=NN1)NC(CC1=CC=CC=C1)=O 2-(5-phenylacetamido-1,3,4-thiadiazol-2-yl)ethylsulfide